N(=NC1C(CCCC1)=O)C1C(CCCC1)=O azobiscyclohexanone